5-(4-(2-amino-5-(1-ethyl-1H-pyrazol-4-yl)pyridin-3-yl)-3-fluorophenyl)-3-(4-fluorophenyl)-1-isopropyl-4-oxo-1,4-dihydropyridine-2,5-dicarboxamide NC1=NC=C(C=C1C1=C(C=C(C=C1)C1(C(C(=C(N(C1)C(C)C)C(=O)N)C1=CC=C(C=C1)F)=O)C(=O)N)F)C=1C=NN(C1)CC